NC1=NC=C(C=2N1C(NN2)=O)C2=CC=NC=C2 5-Amino-8-(4-pyridyl)-[1,2,4]triazolo[4,3-C]pyrimidin-3-one